5-sulfo-1-(3-sulfopropyl)-3H-indol S(=O)(=O)(O)C=1C=C2CCN(C2=CC1)CCCS(=O)(=O)O